5-methoxy-2-(2-methoxy-7-methylquinoxalin-5-yl)thiazolo[5,4-b]pyridine COC1=CC=C2C(=N1)SC(=N2)C2=C1N=CC(=NC1=CC(=C2)C)OC